chloro-7H-pyrrolo[2,3-d]pyrimidin ClC=1N=CC2=C(N1)NC=C2